C12C(C3CC(CC(C1)C3)C2)=C(C2=CC=C(C=C2)OCCCCCCN2CC(C2)O)C2=CC=C(C=C2)OCCCCCCN2CC(C2)O 1,1'-((((((5r,7r)-adamantan-2-ylidene)methylene)bis(4,1-phenylene))bis(oxy))bis(hexane-6,1-diyl))bis(azetidin-3-ol)